C(C1=CC=CC=C1)N(S(=O)(=O)CC1CCC(CC1)[C@@H](O)C1=C2C(=NC=C1Br)N(C=C2)[Si](C(C)C)(C(C)C)C(C)C)C N-benzyl-1-((1R,4r)-4-((R)-(5-bromo-1-(triisopropylsilyl)-1H-pyrrolo[2,3-b]pyridin-4-yl)(hydroxy)methyl)cyclohexyl)-N-methylmethanesulfonamide